C(C)(=O)NC=1C=C(C=NC1)NC1=NC=C2C(=N1)N(N=C2NC2=C(C(=O)NCCN1C(CCC1)(C)C)C=CC(=N2)C)C ((6-((5-acetamidopyridin-3-yl)amino)-1-methyl-1H-pyrazolo[3,4-d]pyrimidin-3-yl)amino)-N-(2-(2,2-dimethylpyrrolidin-1-yl)ethyl)-6-methylnicotinamide